(6-isopropylquinolin-2-yl)boric acid C(C)(C)C=1C=C2C=CC(=NC2=CC1)OB(O)O